(E)-3-(4-fluoro-2-(trifluoromethyl)phenyl)acrylic acid FC1=CC(=C(C=C1)/C=C/C(=O)O)C(F)(F)F